tert-Butyl (5'S)-5'-methyl-7-oxo-7H-spiro[furo[3,4-b]pyridine-5,3'-pyrrolidine]-1'-carboxylate C[C@H]1CC2(CN1C(=O)OC(C)(C)C)OC(C1=NC=CC=C12)=O